C(C=C)(=O)OCCC[Si](OC)(OC)C acryloyl-oxypropylmethyldimethoxysilan